1,8-diamino-4,5-dinitro-2,7-bis(4'-(pentoxy)phenyl)-9,10-anthracenedione NC1=C(C=C(C=2C(C3=C(C=C(C(=C3C(C12)=O)N)C1=CC=C(C=C1)OCCCCC)[N+](=O)[O-])=O)[N+](=O)[O-])C1=CC=C(C=C1)OCCCCC